2,7-dimethyl-3-octen-1-ol CC(CO)C=CCCC(C)C